S=C(CCCCC)O sulfenyl-hexanol